C(#N)C1=C(N=C(S1)N(C1=C(N=C2N1C=C(C=C2)C=2C=NC(=NC2)N2CCN(CC2)C(=O)NC2CCN(CC2)C(=O)OC(C)(C)C)CC)C)C2=CC=C(C=C2)F tert-butyl 4-(4-(5-(3-((5-cyano-4-(4-fluorophenyl)thiazol-2-yl)(methyl)amino)-2-ethylimidazo[1,2-a]pyridin-6-yl) pyrimidin-2-yl)piperazine-1-carboxamido)piperidine-1-carboxylate